BrC=1C=NN(C1)[C@@H]1CC[C@H](CC1)CCO trans-2-[4-(4-bromopyrazol-1-yl)cyclohexyl]ethanol